O1CC(C1)OC1=NC(=NC=C1C(F)(F)F)N[C@H]1C[C@H](CCC1)C1=NN=C2N1CCN(C2)C(CC#N)=O 3-[3-[(1S,3R)-3-[[4-(oxetan-3-yloxy)-5-(trifluoromethyl)pyrimidin-2-yl]amino]cyclohexyl]-6,8-dihydro-5H-[1,2,4]triazolo[4,3-a]pyrazin-7-yl]-3-oxo-propanenitrile